(S)-4-((2-((5-fluoropyridin-3-yl)oxy)ethyl)(4-(5,6,7,8-tetrahydro-1,8-naphthyridin-2-yl)butyl)amino)-2-(pyrimidin-4-ylamino)butanoic acid FC=1C=C(C=NC1)OCCN(CC[C@@H](C(=O)O)NC1=NC=NC=C1)CCCCC1=NC=2NCCCC2C=C1